{3-[(3-methyl-1,2-oxazole-5-carbonyl)amino]bicyclo[1.1.1]pent-1-yl}carbamic acid tert-butyl ester C(C)(C)(C)OC(NC12CC(C1)(C2)NC(=O)C2=CC(=NO2)C)=O